NC=1C2=CC=C(C=C2N=C2CCCC(C12)=O)Br 9-amino-6-bromo-3,4-dihydroacridin-1(2H)-one